CS(=O)(=O)OCCNC=1N=C(C2=C(N1)C=NC(=C2)Cl)N[C@H](C)C2=C(C(=CC=C2)C(F)(F)F)C (R)-2-((6-chloro-4-((1-(2-methyl-3-(trifluoromethyl)phenyl)ethyl)amino)pyrido[3,4-d]pyrimidin-2-yl)amino)ethyl methanesulfonate